4-fluoroglutamic acid FC(C[C@H](N)C(=O)O)C(=O)O